CN1N=CC=C1C1=CC(=NC2=C(N=CC=C12)C1=CC=NN1)N1C(CNCC1)C 4-(1-methyl-1H-pyrazol-5-yl)-2-(2-methylpiperazin-1-yl)-8-(1H-pyrazol-5-yl)-1,7-naphthyridine